N-((3-(aminomethyl)cyclopentyl)methyl)-4-(tert-butyl)aniline NCC1CC(CC1)CNC1=CC=C(C=C1)C(C)(C)C